C=C(C(=O)O)C(CCCCCC)C(=O)O Hexylitaconic acid